(±)-octan-3-yl 2-(styryloxy)propanoate C(=CC1=CC=CC=C1)OC(C(=O)OC(CC)CCCCC)C